ClC=1C=2N(C=CN1)C(=NC2)C(C)(C)O 2-(8-chloroimidazo[1,5-a]pyrazin-3-yl)propan-2-ol